1-((R)-oxiran-2-yl)-2-phenylpent-4-ene-1,3-diol O1[C@H](C1)C(C(C(C=C)O)C1=CC=CC=C1)O